BrC=1C=CC(=NC1)N(C)CC(OC)OC 5-bromo-N-(2,2-dimethoxyethyl)-N-methylpyridin-2-amine